[Fe]=S iron (II)-sulfide